N-[(1S)-2,2-difluoro-1-(hydroxymethyl)ethyl]-3-(5-fluoro-2-phenyl-1H-indol-3-yl)propanamide FC([C@H](CO)NC(CCC1=C(NC2=CC=C(C=C12)F)C1=CC=CC=C1)=O)F